ClC1=C(CNF)C=CC=C1 (o-chlorobenzylamino)fluoran